3-((S)-1-(((R)-tert-butylsulfinyl)amino)-1,3-dihydrospiro[indene-2,4'-piperidin]-6-yl)-N-(2-methoxyethyl)-N-methylpropiolamide C(C)(C)(C)[S@@](=O)N[C@@H]1C2=CC(=CC=C2CC12CCNCC2)C#CC(=O)N(C)CCOC